C(C)C(C(C(=O)O)=N)CCC(CC)CO 3-ethyl-6-(hydroxymethyl)-2-iminooctanoic acid